1,4,9-decatriene C=CCC=CCCCC=C